NO (R,R)-trans-aminoalcohol